OC1=C(C=CC(=C1)OC)CC(=O)C1=CC=CC=C1 2-hydroxy-4-methoxyphenylacetophenone